C(#N)CC1N(CC2=NC=C(C=C21)C=O)C(=O)OC(C)(C)C tert-butyl 5-(cyanomethyl)-3-formyl-5,7-dihydro-6H-pyrrolo[3,4-b]pyridine-6-carboxylate